tert-butyl (2-(2-(2-((2-(((3S,4R,5R,6R)-4,5-dihydroxy-6-(phenoxymethyl)tetrahydro-2H-pyran-3-yl)amino)-6-(trifluoromethyl)pyrimidin-4-yl)oxy)ethoxy)ethoxy)ethyl)carbamate O[C@@H]1[C@H](CO[C@@H]([C@@H]1O)COC1=CC=CC=C1)NC1=NC(=CC(=N1)OCCOCCOCCNC(OC(C)(C)C)=O)C(F)(F)F